C(CS)=O thioglycolaldehyde